5-(4-methoxybenzylidene)-1-phenyl-6,7-dihydro-1H-indazol-4(5H)-one COC1=CC=C(C=C2C(C=3C=NN(C3CC2)C2=CC=CC=C2)=O)C=C1